4-chloro-8-[(2-methylbiphenyl-3-yl)amino]1,7-naphthyridine-3-carbaldehyde ClC1=C(C=NC2=C(N=CC=C12)NC=1C(=C(C=CC1)C1=CC=CC=C1)C)C=O